N-[(4-vinylphenyl)methyl]acetamide C(=C)C1=CC=C(C=C1)CNC(C)=O